(8-methoxy-2-(6-methoxypyridin-3-yl)chroman-6-yl)boronic acid COC=1C=C(C=C2CCC(OC12)C=1C=NC(=CC1)OC)B(O)O